C(C)(C)N1C(=NC(=C1)C(F)(F)F)C1=CC=C(C=C1)CN 4-[1-isopropyl-4-(trifluoromethyl)imidazol-2-yl]phenyl-methanamine